F[C@]1([C@@H](O[C@@H]([C@H]1O)CO)N1C(=O)N=C(N)C=C1)C (R)-2'-deoxy-2'-fluoro-2'-C-methylcytidine